3-azaspiro[bicyclo[3.2.1]octane-8,1'-cyclopropane] hydrochloride Cl.C12(CC1)C1CNCC2CC1